C12C(CC(CC1)C2)C2=NC1=NC=NC(=C1N2)C(=O)NCC2=CC(=CC(=C2)C=2C=NN(C2)C2=CC=C(C=C2)F)F 8-(Bicyclo[2.2.1]hept-2-yl)-N-(3-fluoro-5-(1-(4-fluorophenyl)-1H-pyrazol-4-yl)benzyl)-7H-purine-6-carboxamide